BrC1=C(SC=C1)B(O)O (3-bromo-2-thienyl)-boronic acid